Bis(hydroxymethyl)bicyclo[2.2.1]heptane OCC1C2(CCC(C1)C2)CO